NC=1N=C(SC1C(=O)C1=CC=C(C(=O)OCC)C=C1)N(C1=CC=C(C=C1)F)[C@@H](C(=O)N)C |r| Rac-Ethyl 4-[4-amino-2-(N-(2-amino-1-methyl-2-oxo-ethyl)-4-fluoro-anilino)thiazole-5-carbonyl]benzoate